((2r,3s,4r,5r)-5-(3,5-dioxo-4,5-dihydro-1,2,4-triazin-2(3H)-yl)-3,4-dihydroxytetrahydrofuran-2-yl)methyl D-isoleucinate N[C@H]([C@H](C)CC)C(=O)OC[C@H]1O[C@H]([C@@H]([C@@H]1O)O)N1N=CC(NC1=O)=O